(R)-5-((4-chloro-5-((4''-formyl-2,2'-dimethyl-[1,1':3',1''-terphenyl]-3-yl)methoxy)-2-((3-hydroxypyrrolidin-1-yl)methyl)phenoxy)methyl)nicotinonitrile ClC1=CC(=C(OCC=2C=NC=C(C#N)C2)C=C1OCC=1C(=C(C=CC1)C1=C(C(=CC=C1)C1=CC=C(C=C1)C=O)C)C)CN1C[C@@H](CC1)O